2-oxo-1,2-di-hydropyridine-3-carboxamide O=C1NC=CC=C1C(=O)N